C(C)(C)(C)OC(NCC1=CC=C(C=C1)C1=NNC(C2=CC(=CC=C12)OC)=O)=O (4-(6-methoxy-4-oxo-3,4-dihydro-phthalazin-1-yl)benzyl)carbamic acid tert-butyl ester